CN(C(NC=1C=CC(=C(C(=O)N[C@H](C)C2=CC=CC3=CC=CC=C23)C1)C)=O)C (R)-5-(3,3-dimethylureido)-2-methyl-N-(1-(naphthalen-1-yl)ethyl)benzamide